C1(CC1)C(=O)NC1=NC=CC(=C1C(=O)NC([2H])([2H])[2H])NC1=CN(C2=C1C(N(C=C2)[C@@H]2COCC2)=O)C (cyclopropanecarbonylamino)-4-[[1-methyl-4-oxo-5-[(3S)-tetrahydrofuran-3-yl]pyrrolo[3,2-c]pyridin-3-yl]amino]-N-(methyl-d3)pyridine-3-carboxamide